2-(6-(((1R,3S,5R)-6,6-difluoro-1-methyl-8-azabicyclo[3.2.1]octan-3-yl)thio)-1,2,4-triazin-3-yl)-5-(1H-imidazol-1-yl)phenol FC1([C@H]2C[C@@H](C[C@@](C1)(N2)C)SC2=CN=C(N=N2)C2=C(C=C(C=C2)N2C=NC=C2)O)F